C(C(=O)OC1CCC1)(=O)ON(C)C dimethylamino cyclobutyl oxalate